ClC=1N=C(C=2C(N1)=NNC2)N 6-Chloro-2H-pyrazolo[3,4-d]pyrimidin-4-amine